CNCCOCCOCCOCCOCCOCCOCCCO 3-[2-[2-[2-[2-[2-[2-(methylamino)ethoxy]ethoxy]ethoxy]ethoxy]ethoxy]ethoxy]propan-1-ol